bis(3,5-di-tert-butyl-4-hydroxy-benzoyl)hydrazine C(C)(C)(C)C=1C=C(C(=O)NNC(C2=CC(=C(C(=C2)C(C)(C)C)O)C(C)(C)C)=O)C=C(C1O)C(C)(C)C